bochydroxyethyl-methyl-amine C(=O)(OC(C)(C)C)N(C)CCO